2-(5-(methoxy-d3)-1H-indol-3-yl-2,4,6,7-d4)-N,N-bis(methyl-d3)ethan-1-amine-1,1,2,2-d4 C(OC1=C(C=2C(=C(NC2C(=C1[2H])[2H])[2H])C(C(N(C([2H])([2H])[2H])C([2H])([2H])[2H])([2H])[2H])([2H])[2H])[2H])([2H])([2H])[2H]